C1(=CC=CC=C1)OS(=O)(=O)C1C2C(=C(C(C1)O2)C2=CC=C(C=C2)O)C2=CC=C(C=C2)NC(C[Se]C#N)=O phenyl-5-(4-hydroxyphenyl)-6-(4-(2-selenocyanoacetylamino) phenyl)-7-oxabicyclo[2.2.1]hept-5-ene-2-sulfonate